COC1=CC=C(C=C1)C(O[C@H]1[C@@H](O[C@@H]([C@@H]1O)COC(C1=CC=CC=C1)(C1=CC=C(C=C1)OC)C1=CC=C(C=C1)OC)N1C=2N=CN(C(C2N=C1)=O)CCO)(C1=CC=CC=C1)C1=CC=C(C=C1)OC 9-{2,5-Bis-O-[bis(4-methoxyphenyl)(phenyl)methyl]-β-D-xylofuranosyl}-1-(2-hydroxyethyl)-1,9-dihydro-6H-purin-6-one